CC=1C(N(C(C1C)=O)C1=C(C=CC2=CC=CC=C12)C)=O 3,4-dimethyl-1-(2-methylnaphthalen-1-yl)-1H-pyrrole-2,5-dione